3-amino-N-(2,6-difluorobenzyl)-6-(2-methylpyridin-4-yl)-5-(oxazol-2-yl)pyrazine-2-carboxamide NC=1C(=NC(=C(N1)C=1OC=CN1)C1=CC(=NC=C1)C)C(=O)NCC1=C(C=CC=C1F)F